O1COC2=C1C=CC(=C2)CC(C)N(C(OCC)=O)C Ethyl (1-(benzo[d][1,3]dioxol-5-yl) propan-2-yl)(methyl)carbamate